CC1(C2CNC(C12)C(=O)N[C@@H](C[C@H]1C(NCC1)=O)C(COC(F)(F)F)=O)C 6,6-dimethyl-N-((S)-3-oxo-1-((S)-2-oxopyrrolidin-3-yl)-4-(trifluoromethoxy)butan-2-yl)-3-azabicyclo[3.1.0]hexane-2-carboxamide